O1COCC2=C1C=CC=C2CC(C=O)C 3-(1,3-benzodioxan-5-yl)-2-methylpropanaldehyde